C1(CC1)C1(CC(=NC(=C1)C(C1=CC=CC=C1)O)C(=O)NC)C(=O)N 4-cyclopropyl-6-(hydroxy(phenyl)methyl)-N2-methylpyridine-2,4-dicarboxamide